bis(2,2,2-trifluoroethyl) (2-fluorophenyl)phosphonate FC1=C(C=CC=C1)P(OCC(F)(F)F)(OCC(F)(F)F)=O